CC([C@@H](C(=O)OC)N1C(CCC1)=O)(C)C methyl (S)-3,3-dimethyl-2-(2-oxopyrrolidin-1-yl)butanoate